9-(4-(diphenylamino)phenyl)-10-(diphenylphosphoryl)dithieno[2,3-a:3',2'-c]phenazine C1(=CC=CC=C1)N(C1=CC=C(C=C1)C=1C=C2N=C3C4=C(C5=C(C3=NC2=CC1P(=O)(C1=CC=CC=C1)C1=CC=CC=C1)SC=C5)C=CS4)C4=CC=CC=C4